4-Fluoro-N-(4-(3-methylureido)-1,2-dihydroacenaphthylen-5-yl)benzamide ethyl-2-oxo-2-[(2R,5S)-5-methyl-2-[2-(1-methyl-4-piperidyl)indazol-5-yl]-1-piperidyl]acetate C(C)OC(C(N1[C@H](CC[C@@H](C1)C)C1=CC2=CN(N=C2C=C1)C1CCN(CC1)C)=O)=O.FC1=CC=C(C(=O)NC2=C(C=C3CCC=4C=CC=C2C43)NC(=O)NC)C=C1